NC1=C(C(=C(C=2C(C3=CC=CC=C3C(C12)=O)=O)N)Cl)Cl 1,4-diamino-2,3-dichloro-9,10-anthraquinone